methyl 2-methyl-3-sulfamoylpropanoate CC(C(=O)OC)CS(N)(=O)=O